1-(4-mercaptobutyl)-3-methylimidazole Bromide [Br-].SCCCCN1CN(C=C1)C